2-(4-((2-acetamidothiazol-5-yl)methyl)piperazin-1-yl)-N-(1H-benzo[d]imidazol-2-yl)acetamide C(C)(=O)NC=1SC(=CN1)CN1CCN(CC1)CC(=O)NC1=NC2=C(N1)C=CC=C2